N-(1-cyclopropyl-3-(methylsulfonyl)allyl)-4-phenoxy-2-(1-(trifluoromethyl)cyclopropyl)pyrimidine-5-carboxamide C1(CC1)C(C=CS(=O)(=O)C)NC(=O)C=1C(=NC(=NC1)C1(CC1)C(F)(F)F)OC1=CC=CC=C1